O=C1NC(CCC1N1C(C2=CC=C(C=C2C1=O)N(C)C1C(CCCC1)NCC)=O)=O 2-(2,6-dioxopiperidin-3-yl)-5-((2-(ethylamino)cyclohexyl)(methyl)amino)isoindoline-1,3-dione